FC1=CC=C(C(=O)NCC=2N=NN(C2)[C@@H](CC(NO)=O)CC2=CC3=CC=CC=C3C=C2)C=C1 4-fluoro-N-[1-(R-2-hydroxycarbamoyl-1-naphthalen-2-ylmethyl-ethyl)-1H-[1,2,3]triazol-4-ylmethyl]-benzamide